8-morpholino-N-[(E)-m-tolylmethyleneamino]-2-oxazol-5-yl-imidazo[1,2-a]pyrazin-6-amine O1CCN(CC1)C=1C=2N(C=C(N1)N/N=C/C=1C=C(C=CC1)C)C=C(N2)C2=CN=CO2